(E)-N-(4-(1-(4-(4-(6-((2-(2,6-dioxopiperidin-3-yl)-1-oxoisoindoline-4-yl)oxy)hexyl)piperazin-1-yl)benzoyl)piperidin-4-yl)butyl)-3-(pyridin-3-yl)acrylamide O=C1NC(CCC1N1C(C2=CC=CC(=C2C1)OCCCCCCN1CCN(CC1)C1=CC=C(C(=O)N2CCC(CC2)CCCCNC(\C=C\C=2C=NC=CC2)=O)C=C1)=O)=O